CC1(OC2=C(NC1)C=C(C=C2)N2N=C(C(=C2)C=2C=C1CCNC(C1=CC2)=O)[N+](=O)[O-])C 6-[1-(2,2-dimethyl-3,4-dihydro-1,4-benzoxazin-6-yl)-3-nitro-pyrazol-4-yl]-3,4-dihydro-2H-isoquinolin-1-one